N-(2-fluoro-5-aminophenyl)acrylamide FC1=C(C=C(C=C1)N)NC(C=C)=O